3-(2-methoxyethyl)-6-nitro-2-(pyridin-2-yl)quinazolin-4(3H)-one COCCN1C(=NC2=CC=C(C=C2C1=O)[N+](=O)[O-])C1=NC=CC=C1